FCCN1CCC2=C(CC1)C(C1=CC=CC=C1C2=O)=O 3-(2-fluoroethyl)-2,3,4,5-tetrahydro-1H-naphtho[2,3-d]azepine-6,11-dione